C(C)(=O)O[C@H]1[C@H](OC2=CNC3=CC(=C(C(=C23)Br)OCCOCCOCCO)Br)O[C@@H]([C@H]([C@@H]1OC(C)=O)OC(C)=O)COC(C)=O 4,6-Dibromo-5-[1-hydroxy-3,6,9-trioxanon-9-yl]-1H-indol-3-yl 2,3,4,6-tetra-O-acetyl-β-D-glucopyranoside